(R)-4-(3-(3-aminopiperidine-1-carbonyl)-1-(4-(diethylamino)-2-fluorophenyl)-1H-pyrazol-5-yl)benzonitrile N[C@H]1CN(CCC1)C(=O)C1=NN(C(=C1)C1=CC=C(C#N)C=C1)C1=C(C=C(C=C1)N(CC)CC)F